N-(4-(4-amino-5-(4-(pyrrolidine-1-carbonyl)phenyl)-7H-pyrrolo[2,3-d]pyrimidin-6-yl)phenyl)acrylamide NC=1C2=C(N=CN1)NC(=C2C2=CC=C(C=C2)C(=O)N2CCCC2)C2=CC=C(C=C2)NC(C=C)=O